bis(2,3-bis(tert-butylmethylphosphino)quinoxaline) gold (I) chloride [Au]Cl.C(C)(C)(C)P(C1=NC2=CC=CC=C2N=C1P(C)C(C)(C)C)C.C(C)(C)(C)P(C1=NC2=CC=CC=C2N=C1P(C)C(C)(C)C)C